4-(4-chlorophenyl)piperidine-2-one ClC1=CC=C(C=C1)C1CC(NCC1)=O